C(C)(C)(C)C1=CC(=NN1C[C@H]1CN(CC1)CCF)NC=1N(C=2C(=NC=C(C2C)OC2=CC(=NC=C2)NC(C)=O)N1)C (R)-N-(4-((2-((5-(tert-butyl)-1-((1-(2-fluoroethyl)pyrrolidin-3-yl)methyl)-1H-pyrazol-3-yl)amino)-1,7-dimethyl-1H-imidazo[4,5-b]pyridin-6-yl)oxy)pyridin-2-yl)acetamide